N-(5-(difluoromethoxy)-1H-pyrazol-3-yl)-6-(((1R,2S,3R,5S)-2-fluoro-8-azabicyclo[3.2.1]octan-3-yl)oxy)pyrazin-2-amine FC(OC1=CC(=NN1)NC1=NC(=CN=C1)O[C@H]1[C@H]([C@H]2CC[C@@H](C1)N2)F)F